COC=1C=C2C(=CNC2=CC1)C=1C=C(OC1)C(CCC(=O)O)=O 4-(4-(5-methoxy-1H-indol-3-yl)furan-2-yl)-4-oxobutyric acid